[Na+].C(C=1C(C(=O)[O-])=CC=CC1)(=O)[O-].[Na+] phthalic acid sodium salt